(E)-6-(4-(allyloxy)-6-methoxy-7-methyl-3-oxo-1,3-dihydroisobenzofuran-5-yl)-4-methylhex-4-enoic acid C(C=C)OC1=C2C(OCC2=C(C(=C1C/C=C(/CCC(=O)O)\C)OC)C)=O